ClC=1C(=NC(=NC1)NC=1C=NN(C1)C)N1C[C@@]2([C@](C1)(CN(C2)C(C#C)=O)C)C ((3aR,6aS)-5-(5-Chloro-2-((1-methyl-1H-pyrazol-4-yl)amino)pyrimidin-4-yl)-3a,6a-dimethylhexahydropyrrolo[3,4-c]pyrrol-2(1H)-yl)prop-2-yn-1-one